2-((1r,4r)-4-(3-bromo-2-methylphenoxy)cyclohexyl)ethan-1-ol BrC=1C(=C(OC2CCC(CC2)CCO)C=CC1)C